C(C(C)C)C1=CC=C(C=C1)C(C(=O)NNC=1C2=C(N=C(N1)NC1=CC(=CC=C1)C)OC(=C2C(=O)OCC)C)C ethyl 4-((2-(4-isobutylphenyl) propionyl) hydrazino)-2-(m-methylphenyl amino)-6-methyl-furo[2,3-d]pyrimidine-5-carboxylate